bis(2-hydroxyethoxy)-4,4'-bis(2-naphthyl)-1,1'-binaphthyl OCCOC=1C(=C(C2=CC=CC=C2C1C1=CC2=CC=CC=C2C=C1)C1=CC=C(C2=CC=CC=C12)C1=CC2=CC=CC=C2C=C1)OCCO